4,5-dimethyl-6-[3-[2-(trifluoromethoxy)anilino]-7,8-dihydro-5H-1,6-naphthyridin-6-yl]pyridazine-3-carbonitrile CC1=C(N=NC(=C1C)N1CC=2C=C(C=NC2CC1)NC1=C(C=CC=C1)OC(F)(F)F)C#N